phenethylurethane C(CC1=CC=CC=C1)NC(=O)OCC